C(#N)C1=C(C=CC=C1)SC=1C=2N(C=C(C1)C=1C=NN(C1C)C1CCN(CC1)C(C(C)(C)O)=O)N=CC2C#N 4-((2-cyanophenyl)thio)-6-(1-(1-(2-hydroxy-2-methylpropanoyl)piperidin-4-yl)-5-methyl-1H-pyrazol-4-yl)pyrazolo[1,5-a]pyridine-3-carbonitrile